1-((S)-2-amino-3,3-dimethylbutyryl)-4-hydroxypyrrolidine-2-carboxamide N[C@H](C(=O)N1C(CC(C1)O)C(=O)N)C(C)(C)C